3,3'-methylenedianiline C(C=1C=C(N)C=CC1)C=1C=C(N)C=CC1